C(C)(C)(C)OC(=O)N(C1CN(CC1)C=1C2=CN(N=C2C(=CC1)C(=O)O)C)C1CC1 4-{3-[(tert-butoxycarbonyl)(cyclopropyl)amino]pyrrolidin-1-yl}-2-methylindazole-7-carboxylic acid